2-((2,3-Dihydro-1H-inden-5-yl)oxy)-N-(1H-pyrazol-3-yl)-N-(thiophen-2-ylmethyl)acetamid C1CCC2=CC(=CC=C12)OCC(=O)N(CC=1SC=CC1)C1=NNC=C1